COC(=O)C1=C(C=2C(N(C1=O)CC1=CC=C(C=C1)OC)=CN(N2)C)Cl 7-chloro-4-(4-methoxybenzyl)-2-methyl-5-oxo-4,5-dihydro-2H-pyrazolo[4,3-b]pyridine-6-carboxylic acid methyl ester